OC1=CC=C(C=C1)C(C)(C)C1=C(C=CC(=C1)C(C)(C)C1=CC=C(C=C1)O)O 2,4-bis(4-hydroxyphenyl-isopropyl)phenol